FC(F)(F)C1CN2C(N=CC3=CC=CC(=C23)S1)=O (trifluoromethyl)-2,3-dihydro-5H-[1,4]thiazino[2,3,4-ij]quinazolin-5-one